FCCCOCCNC(=O)C1=CC2=C(N=CN2)C=C1 benzoimidazole-5-carboxylic acid [2-(3-fluoro-propoxy)-ethyl]-amide